BrC=1C=C(C=2N(C1)C=C(N2)C)[C@H](O)C2CC2 |r| rac-(6-bromo-2-methylimidazo[1,2-a]pyridin-8-yl)(cyclopropyl)methanol